(4-aminoisoindolin-2-yl)(2-(benzyloxy)-4,6-dihydroxyphenyl)methanone NC1=C2CN(CC2=CC=C1)C(=O)C1=C(C=C(C=C1O)O)OCC1=CC=CC=C1